ClC1=C(C(C1(F)F)(F)F)Cl 1,2-dichlorotetrafluorocyclobutene